(1S,2S)-2-(((2-methyl-6-(3-methyl-4-(((methyl(propyl)carbamoyl)oxy)methyl)isoxazol-5-yl)pyridin-3-yl)oxy)methyl)cyclohexane-1-carboxylic acid CC1=NC(=CC=C1OC[C@@H]1[C@H](CCCC1)C(=O)O)C1=C(C(=NO1)C)COC(N(CCC)C)=O